BrC1=C(C=C(C=C1)CC(=O)OC)F methyl 2-(4-bromo-3-fluorophenyl)acetate